1-(1-methyl-6-(1-(3-((4-((5-phenoxy-pyrimidin-2-yl)amino)piperidin-1-yl)sulfonyl)benzyl)piperidin-4-yl)-1H-indazol-3-yl)dihydropyrimidine-2,4(1H,3H)-dione CN1N=C(C2=CC=C(C=C12)C1CCN(CC1)CC1=CC(=CC=C1)S(=O)(=O)N1CCC(CC1)NC1=NC=C(C=N1)OC1=CC=CC=C1)N1C(NC(CC1)=O)=O